C(C(=C)C)(=O)OC1=CC(=CC=C1)OC(C(=C)C)=O 1,3-bis-methacryloyloxy-benzene